C(C)C=1NC2=C(N1)C=CC(=C2)C(=O)N ethylbenzimidazole-5-carboxamide